3-(benzyl(methyl)amino)-4-(methyl(4-(5-(trifluoromethyl)-1,2,4-oxadiazol-3-yl)benzyl)amino)cyclobut-3-ene-1,2-dione C(C1=CC=CC=C1)N(C=1C(C(C1N(CC1=CC=C(C=C1)C1=NOC(=N1)C(F)(F)F)C)=O)=O)C